C(C)C(=O)CC ethylethyl keton